C(C)OC(=O)C=1[C@]2(C3=C(N(C1N)C1=CC=CC=C1)C(N(C3=O)CC3=CC=CC=C3)=O)C(NC3=C(C=CC=C32)Cl)=O (S)-Ethyl-2'-amino-6'-benzyl-7-chloro-2,5',7'-trioxo-1'-phenyl-1',5',6',7'-tetrahydrospiro[indoline-3,4'-pyrrolo[3,4-b]-pyridine]-3'-carboxylate